COC1=CC=C(CN(C=2NC(C3=C(C(=CC=C3C2)F)C#C[Si](C(C)C)(C(C)C)C(C)C)=O)CC2=CC=C(C=C2)OC)C=C1 3-(bis(4-methoxybenzyl)amino)-7-fluoro-8-((triisopropylsilyl)ethynyl)isoquinolin-1(2H)-one